benzyl-2-(2-fluorophenyl)piperidine-1-carboxylate C(C1=CC=CC=C1)OC(=O)N1C(CCCC1)C1=C(C=CC=C1)F